ClC=C(C(=O)O)C chloro-methacrylic acid